COC=1C=C(CN2C(N(C3=CC=C(C=C3C2=O)OCCO)C2CCOCC2)=O)C=CC1OC 3-(3,4-dimethoxybenzyl)-6-(2-hydroxyethoxy)-1-(tetrahydro-2H-pyran-4-yl)-quinazoline-2,4(1H,3H)-dione